C(OCC(C(F)(F)F)(F)F)(OCC(F)(F)F)=O 2,2,3,3,3-pentafluoropropyl 2,2,2-trifluoroethyl carbonate